N-(2-(3-(difluoromethyl)phenyl)propan-2-yl)-4-(5-methyl-2-((1-methyl-1H-pyrazol-5-yl)amino)pyrimidin-4-yl)oxazole-2-carboxamide FC(C=1C=C(C=CC1)C(C)(C)NC(=O)C=1OC=C(N1)C1=NC(=NC=C1C)NC1=CC=NN1C)F